C(#N)[C@H](C[C@H]1C(NCCC1)=O)NC([C@H](CC(C)C)N1C(C2=C(C=C1)N=C(N2)CC)=O)=O (2S)-N-{(1S)-1-cyano-2-[(3S)-2-oxopiperidin-3-yl]ethyl}-2-(2-ethyl-4-oxo-3,4-dihydro-5H-imidazo[4,5-c]pyridin-5-yl)-4-methylpentanamide